N-(6-((2-chloro-5-(trifluoromethyl)pyrimidin-4-yl)amino)quinoxalin-5-yl)methanesulfonamide ClC1=NC=C(C(=N1)NC=1C(=C2N=CC=NC2=CC1)NS(=O)(=O)C)C(F)(F)F